(4-(2-hydroxy-3-((1,2,3,4-tetrahydroacridin-9-yl)amino)propyl)piperazin-1-yl)(4-methoxyphenyl)methanone OC(CN1CCN(CC1)C(=O)C1=CC=C(C=C1)OC)CNC=1C2=CC=CC=C2N=C2CCCCC12